C1(CCCCC1)C1(C(C=CC(=C1C1CCCCC1)CCCC)(CC)[C@H](C(=O)O)CC(=O)O)C#N 2,3-dicyclohexyl-2-cyano-1-ethyl-4-n-butyl-(R)-phenylsuccinic acid